C12=CC=C(C=C1)C(=O)OC(=O)C1=CC=C2C=C1 biphenyl-4,4'-dicarboxylic acid anhydride